NC=1N(C=2C(=C3C=C(C(=NC3=CC2)C)C)N1)C 2-Amino-3,7,8-trimethylimidazo[4,5-f]quinoline